(Z)-1,4-bis((2-(2-ethoxyethoxy)ethoxy)methylene)cyclohexane C(C)OCCOCCOC=C1CCC(CC1)=COCCOCCOCC